CC1=C(NC(=C1CCC(=O)O)N=NC2=CC=CC=C2)/C=C\\3/C(=C(C(=O)N3)C)C=C The molecule is a synthetic dipyrrin derived from rings A and D of bilirubin IXalpha in which C-9 carries a phenyldiazenyl substituent. It is a member of dipyrrins and an azo compound. It is a tautomer of a 3-[(2E)-4-methyl-5-[(Z)-(4-methyl-5-oxo-3-vinyl-1,5-dihydro-2H-pyrrol-2-ylidene)methyl]-2-(phenylhydrazono)-2H-pyrrol-3-yl]propanoic acid.